(1-Benzylindol-4-yl)-[4-(4-hydroxyphenyl)piperazin-1-yl]methanone C(C1=CC=CC=C1)N1C=CC2=C(C=CC=C12)C(=O)N1CCN(CC1)C1=CC=C(C=C1)O